2-methyl-5-(1-phenyl-1H-1,2,3-triazol-4-yl)benzofuran-3-carboxylic acid CC=1OC2=C(C1C(=O)O)C=C(C=C2)C=2N=NN(C2)C2=CC=CC=C2